C(=CC1=CC=CC=C1)[Si](O)(OCC)OCC styryl-diethoxyhydroxysilane